OC1=C(C(=O)[O-])C=C(C(=C1)C(=O)[O-])O.[Li+].[Li+].[Li+].[Li+].OC1=C(C(=O)[O-])C=C(C(=C1)C(=O)[O-])O tetra-lithium 2,5-dihydroxyterephthalic acid salt